Racemic-3-(3-cyano-4-fluorophenyl)-1-(8,9-difluoro-6-oxo-1,2,3,4,5,6-hexahydrobenzo[c][1,7]naphthyridin-1-yl)-1-methylurea C(#N)C=1C=C(C=CC1F)NC(N(C)[C@@H]1C=2C3=C(C(NC2CNC1)=O)C=C(C(=C3)F)F)=O |r|